C(C)[C@H]1C[C@H](N(CC1)C(=O)NC\C=C\S(=O)(=O)C)C1=CC=CC=C1 (2s,4r)-4-ethyl-N-((E)-3-(methylsulfonyl)allyl)-2-phenylpiperidine-1-carboxamide